2,3-difluoropropan-1-ol FC(CO)CF